(piperazin-1-ylmethyl)oxazolo[5,4-c]pyridin N1(CCNCC1)CC=1OC=2C=NC=CC2N1